Br.FC1=CC=C2C(=C(NC2=C1)C)C=1N=C(SC1)N 4-(6-fluoro-2-methyl-1H-indol-3-yl)thiazol-2-amine hydrobromide